NC1CCN(CC1)C1=NC=C(C(=N1)C1=CC=C(C#N)C=C1)C=1C=C2C=NN(C2=CC1)C 4-[2-(4-aminopiperidin-1-yl)-5-(1-methylindazol-5-yl)pyrimidin-4-yl]benzonitrile